2-[[5-(4-chloro-2-fluoro-phenyl)-3-methyl-triazol-4-yl]methyl]-5-(6-ethoxy-5-methyl-3-pyridyl)pyridazin-3-one ClC1=CC(=C(C=C1)C1=C(N(N=N1)C)CN1N=CC(=CC1=O)C=1C=NC(=C(C1)C)OCC)F